FC(C1=NN(C=C1C(=O)NNC1=CC=C(C=C1)OC=1C=C(C=CC1)C)C)F 3-(difluoromethyl)-1-methyl-N'-(4-(m-tolyloxy)phenyl)-1H-pyrazole-4-carbohydrazide